COC([C@@H](NC(C1=CC=CC=C1)(C1=CC=CC=C1)C1=CC=CC=C1)CO)=O trityl-L-serine methyl ester